3-(aminomethyl)-N-benzyl-N,1-dimethylazetidin-3-amine NCC1(CN(C1)C)N(C)CC1=CC=CC=C1